N,1-dimethyl-piperidin-4-amine CNC1CCN(CC1)C